OC=1NC2=CC=CC=C2C1C(C)=O 2-hydroxy-3-acetyl-indole